tert-butyl (2S,5S)-5-(4-chlorobenzyl)-2-methyl-4-(1-(pyridin-2-yl)piperidin-4-yl)piperazine-1-carboxylate ClC1=CC=C(C[C@@H]2N(C[C@@H](N(C2)C(=O)OC(C)(C)C)C)C2CCN(CC2)C2=NC=CC=C2)C=C1